N,N-dimethyl-5-[2-[(1-methylsulfonylpiperidin-4-yl)amino]-5-(trifluoromethyl)pyrimidin-4-yl]-1,3-thiazol-2-amine CN(C=1SC(=CN1)C1=NC(=NC=C1C(F)(F)F)NC1CCN(CC1)S(=O)(=O)C)C